(E)-2-(4-fluorobenzylidene)-5-chloro-2,3-dihydro-1H-inden-1-one FC1=CC=C(\C=C/2\C(C3=CC=C(C=C3C2)Cl)=O)C=C1